ethyl 6-fluoro-4-hydroxy-1-methyl-2-oxo-1,2-dihydroquinoline-3-carboxylate FC=1C=C2C(=C(C(N(C2=CC1)C)=O)C(=O)OCC)O